BrC=1C(=C(OC2CC3(C2)CCN(CC3)CC(=O)OCC)C=CC1)C(F)(F)F ethyl 2-(2-(3-bromo-2-(trifluoromethyl)phenoxy)-7-azaspiro[3.5]nonan-7-yl)acetate